bis[4-(1,1-dimethylethyl)phenyl]iodonium hexafluorophosphate F[P-](F)(F)(F)(F)F.CC(C)(C)C1=CC=C(C=C1)[I+]C1=CC=C(C=C1)C(C)(C)C